N1([C@H]2[C@@H](CC1)COC2)C2=NC=CC(=N2)NC=2N=CC1=C(C=NC(=C1C2)C(C)C)N2[C@@H]([C@H](C2)CS(=O)(=O)C)C N-(2-((3aR,6aS)-hexahydro-1H-furo[3,4-b]pyrrol-1-yl)pyrimidin-4-yl)-5-isopropyl-8-((2R,3S)-2-methyl-3-((methylsulfonyl)methyl)azetidin-1-yl)-2,6-naphthyridin-3-amine